(4-chlorophenoxy)chroman-3-amine ClC1=CC=C(OC2OC3=CC=CC=C3CC2N)C=C1